NC1=CC=C(C=C1)N1C2=C(C(C3=CC(=CC=C13)F)=O)C1=CC3=C(C(N1C2)=O)COC([C@]3(O)CC)=O (S)-11-(4-aminophenyl)-4-ethyl-8-fluoro-4-hydroxy-1H-pyrano[3',4':6,7]indolizino[2,1-b]quinoline-3,6,14(4H,11H,12H)-trione